BrC1=NN2C(CN(C[C@H]2C)C(=O)OC(C)(C)C)=C1 |r| Racemic-tert-butyl (7RS)-2-bromo-7-methyl-6,7-dihydropyrazolo[1,5-a]pyrazine-5(4H)-carboxylate